6-[(4-ethylbenzyl)oxy]-1,5-hexanediol C(C)C1=CC=C(COCC(CCCCO)O)C=C1